O=C(C(=O)O)CC1=CC=C(C=C1)C 2-oxo-3-(p-tolyl)propionic acid